C(CN(CC(=O)[O-])CC(=O)[O-])N(CC(=O)O)CC(=O)O.[Na+].[Na+] disodium ethylene-DIAMINETETRAACETATE